N-[(3S,4S)-1-(2-methoxyethyl)-3-methyl-4-piperidyl]-6-[3-(p-mesylphenoxy)-1-propynyl]-1-(2,2,2-trifluoroethyl)-1H-1,3-benzimidazole-4-carboxamide COCCN1C[C@@H]([C@H](CC1)NC(=O)C1=CC(=CC=2N(C=NC21)CC(F)(F)F)C#CCOC2=CC=C(C=C2)S(=O)(=O)C)C